(S)-N'-((1,2,3,5,6,7-hexahydro-s-indacen-4-yl)carbamoyl)-1-(4-(2-hydroxypropan-2-yl)phenyl)methanesulfonimidamide C1CCC2=C(C=3CCCC3C=C12)NC(=O)N=[S@@](=O)(N)CC1=CC=C(C=C1)C(C)(C)O